6-(6-chloropyridazin-3-yl)oxypyrazolo[1,5-a]pyridine ClC1=CC=C(N=N1)OC=1C=CC=2N(C1)N=CC2